FC=1C=CC=2N(C(C=C(N2)C2=CC(=C(C=C2)OC)F)=O)C1 D-7-fluoro-2-(3-fluoro-4-methoxyphenyl)-4H-pyrido[1,2-a]pyrimidin-4-one